6-deoxy-β-D-glucopyranose O[C@H]1[C@H](O)[C@@H](O)[C@H](O)[C@H](O1)C